N-((1r,3r)-3-(3-chloro-4-cyanophenoxy)-2,2,4,4-tetramethylcyclobutyl)-6-(4-(4-(2,6-dioxopiperidin-3-yl)-3-fluorobenzyl)piperazin-1-yl)pyridazine-3-carboxamide ClC=1C=C(OC2C(C(C2(C)C)NC(=O)C=2N=NC(=CC2)N2CCN(CC2)CC2=CC(=C(C=C2)C2C(NC(CC2)=O)=O)F)(C)C)C=CC1C#N